C1=CC=COO1 Dioxacyclohexadiene